ClCC1(OC1)N 2-(chloromethyl)oxiraneAMINE